C1(CC1)C=1NC(=NN1)C1CC2(CN(C2)C(=O)N2CC3(CN(C3)S(=O)(=O)C3=C(C=CC=C3)C(F)(F)F)C2)C1 [6-(5-cyclopropyl-4H-1,2,4-triazol-3-yl)-2-azaspiro[3.3]heptan-2-yl]-[2-[2-(trifluoromethyl)phenyl]sulfonyl-2,6-diazaspiro[3.3]heptan-6-yl]methanone